BrC=1C=CC2=C(C(=N[C@@H](C=3N2C=NC3C(=O)O)C)C3=C(C=CC=C3)F)C1 (R)-8-bromo-6-(2-fluorophenyl)-4-methyl-4H-benzo[f]imidazo[1,5-a][1,4]diazepin-3-carboxylic acid